methyl 5-(2-bromopyrazolo[5,1-b]thiazole-7-carboxamido)-4-cyanothiophene-2-carboxylate BrC1=CN2C(S1)=C(C=N2)C(=O)NC2=C(C=C(S2)C(=O)OC)C#N